COC(=O)C1CC(C1)N1N=C2C=C(C(=CC2=C1)NC(=O)C1=NC(=CC=C1)C(F)(F)F)F (1r,3r)-3-(6-fluoro-5-(6-(trifluoromethyl)pyridinecarboxamido)-2H-indazol-2-yl)cyclobutanecarboxylic acid methyl ester